2-methyl-6-[methyl-[[4-[tris(fluoranyl)methyl]phenyl]methyl]amino]-5,6,7,8-tetrahydro-3H-quinazolin-4-one CC1=NC=2CCC(CC2C(N1)=O)N(CC1=CC=C(C=C1)C(F)(F)F)C